(cis)-3-isopropyl-4-((5-cyano-1-(benzenesulfonyl)-1H-pyrrolo[2,3-b]pyridin-4-yl)amino)pyrrolidine-1-carboxylic acid benzyl ester C(C1=CC=CC=C1)OC(=O)N1C[C@H]([C@H](C1)NC1=C2C(=NC=C1C#N)N(C=C2)S(=O)(=O)C2=CC=CC=C2)C(C)C